6-morpholinyl-N4-(pyridin-2-ylmethyl)-1,3,5-triazine-2,4-diamine N1(CCOCC1)C1=NC(=NC(=N1)N)NCC1=NC=CC=C1